S-((5-methylisoxazol-3-yl)methyl)ethanethiol CC1=CC(=NO1)CSCC